butyl 3-fluoro-4-nitrobenzoate FC=1C=C(C(=O)OCCCC)C=CC1[N+](=O)[O-]